O[C@H]1CCC(C2=CC=CC(=C12)O)=O (4S)-4,5-dihydroxy-3,4-dihydro-1(2H)-naphthalenone